9-hydroxy-6-(pyrrolidin-2-yl)-3,4-dihydro-2H-pyrazino[1,2-c]pyrimidine-1,8-dione OC1=C2N(C(=NC1=O)C1NCCC1)CCNC2=O